3-Bromo-2-(3,4-difluoro-2-methyl-phenoxy)-5-(trifluoromethyl)pyridine BrC=1C(=NC=C(C1)C(F)(F)F)OC1=C(C(=C(C=C1)F)F)C